C(#N)[C@H](C[C@H]1C(NCC1)=O)NC(=O)[C@H]1N(C[C@H]2[C@@H]1CCC2)C(=O)C=2NC1=CC=CC(=C1C2)OC (1S,3aR,6aS)-N-((S)-1-cyano-2-((S)-2-oxopyrrolidin-3-yl)ethyl)-2-(4-methoxy-1H-indole-2-carbonyl)octahydrocyclopenta[c]pyrrole-1-carboxamide